(S)-benzyl 2-(5,7-dichloro-2-(4-chlorobenzoyl)-1,2,3,4-tetrahydroisoquinoline-6-carboxamido)-3-(3-((R)-2,3-dihydro-1H-inden-1-yl)ureido)propanoate ClC1=C2CCN(CC2=CC(=C1C(=O)N[C@H](C(=O)OCC1=CC=CC=C1)CNC(=O)N[C@@H]1CCC2=CC=CC=C12)Cl)C(C1=CC=C(C=C1)Cl)=O